1-(4-((5-fluoro-4-(4-(4,4-difluoro-3,4-dihydroisoquinolin-2(1H)-yl)-3-hydroxypiperidine-1-carbonyl)pyridin-2-yl)amino)piperidin-1-yl)ethan-1-one FC=1C(=CC(=NC1)NC1CCN(CC1)C(C)=O)C(=O)N1CC(C(CC1)N1CC2=CC=CC=C2C(C1)(F)F)O